O=S1(CC(C=C1)N1C(C(=CC2=CC=C(C=C12)C1(CCC1)OC)C(=O)N)=O)=O (1,1-Dioxido-2,3-dihydrothiophen-3-yl)-7-(1-methoxycyclobutyl)-2-oxo-1,2-dihydroquinoline-3-carboxamide